ClC1=C(C=CC=C1)CC(=O)NC1=CC(=C(C=C1)C1=NC=C(C=C1)Cl)S(N)(=O)=O 2-(2-chlorophenyl)-N-[4-(5-Chloropyridin-2-yl)-3-sulfamoylphenyl]Acetamide